2,4-bis(hydroxyphenyl)-1,3,5-triazine OC1=C(C=CC=C1)C1=NC=NC(=N1)C1=C(C=CC=C1)O